1-(2-fluoro-4-(4,4,5,5-tetramethyl-1,3,2-dioxaborolan-2-yl)phenyl)-1-(3-(trifluoromethyl)phenyl)ethanol FC1=C(C=CC(=C1)B1OC(C(O1)(C)C)(C)C)C(C)(O)C1=CC(=CC=C1)C(F)(F)F